(R)-5-bromo-4-chloro-1-((4-hydroxy-1-(3-phenylbutyryl)piperidin-4-yl)methyl)pyridin-2(1H)-one BrC=1C(=CC(N(C1)CC1(CCN(CC1)C(C[C@@H](C)C1=CC=CC=C1)=O)O)=O)Cl